NC1=C(C2=C(C(N1C1=C3C=NNC3=CC=C1Cl)=O)C(=C(S2)C)C)C(=O)N (R)-6-amino-5-(5-chloro-1H-indazol-4-yl)-2,3-dimethyl-4-oxo-4,5-dihydrothieno[3,2-c]pyridine-7-carboxamide